tert-Butyl (S)-(1-(7-(((3-amino-2,2-difluoropropyl)amino)methyl)imidazo[1,2-b]pyridazin-2-yl)-5,5,5-trifluoro-4,4-dimethylpentyl)carbamate NCC(CNCC1=CC=2N(N=C1)C=C(N2)[C@H](CCC(C(F)(F)F)(C)C)NC(OC(C)(C)C)=O)(F)F